C(C(=O)O)(=O)SCCNC(CCNC([C@@H](C(COP(OP(OC[C@@H]1[C@H]([C@H]([C@@H](O1)N1C=NC=2C(N)=NC=NC12)O)OP(=O)(O)O)(=O)O)(=O)O)(C)C)O)=O)=O oxalylCoA